BrCCN1CCCC1 1-(2-bromoethyl)pyrrolidine